CON(S(=O)(=O)C1CC1)CC1=CC=C(C=C1)C1=NOC(=N1)C(F)(F)F N-methoxy-N-[[4-[5-(trifluoromethyl)-1,2,4-oxadiazol-3-yl]phenyl]methyl]cyclopropanesulfonamide